ClC(C1=NC(=NC(=N1)C1=CC2=C(C=C1)OCO2)C(Cl)(Cl)Cl)(Cl)Cl 2,6-bis(trichloromethyl)-4-(3,4-methylenedioxyphenyl)-1,3,5-triazine